2-chloro-4-((6-methylpyridin-3-yl)oxy)benzaldehyde ClC1=C(C=O)C=CC(=C1)OC=1C=NC(=CC1)C